C(C)(=O)O[C@@H]1CC2CC([C@H]3[C@H]4[C@](CC[C@@H]3[C@]2(CC1)C)([C@H](CC4)[C@H](C)CCCC(C)(C)OC(C)=O)C)=O (1R,3aS,3bR,7S,9aS,9bS,11aR)-1-[(2R)-6-acetoxy-6-methylheptan-2-yl]-9a,11a-dimethyl-4-oxohexadecahydro-1H-cyclopenta[1,2-i]phenanthren-7-yl acetate